4-bromo-5,6,7,8-tetrahydronaphthalen-1-amine BrC1=CC=C(C=2CCCCC12)N